2,2'-methylene-bis-(4,6-di-tert-butylphenyl) phosphate sodium [Na+].P1(=O)(OC2=C(C=C(C=C2C(C)(C)C)C(C)(C)C)CC2=C(C(=CC(=C2)C(C)(C)C)C(C)(C)C)O1)[O-]